N1(CCOCC1)CCN1CC=2N(CC1)N=C(C2)N 5-(2-morpholinylethyl)-4,5,6,7-tetrahydropyrazolo[1,5-a]pyrazin-2-amine